O[C@@H]1CN(CC[C@@]12NCC1=CC=CC=C1C2)C(=O)C=2N=C1N(C=C(N=C1COC)C)C2 [(3R,3'R)-3'-hydroxy-1,4-dihydro-1'H,2H-spiro[isoquinoline-3,4'-piperidin]-1'-yl][8-(methoxymethyl)-6-methylimidazo[1,2-a]pyrazin-2-yl]methanone